4-bromo-2-methyl-6-(trifluoromethyl)-2,7-naphthyridin-1-one BrC1=CN(C(C2=CN=C(C=C12)C(F)(F)F)=O)C